tert-butyl 6-(1-methylcyclopropane-1-carboxamido)-5-(1H-pyrazol-1-yl)-1H-benzo[d]imidazole-1-carboxylate CC1(CC1)C(=O)NC=1C(=CC2=C(N(C=N2)C(=O)OC(C)(C)C)C1)N1N=CC=C1